CN(C(CCCCCCCCC)CCCCCCCCCCC[C@@H]1[C@@H](C1)CCCCCCCC)C N,N-dimethyl-21-[(1S,2R)-2-octylcyclopropyl]henicosan-10-amine